ClC=1C(=NC=CC1C1=C(C(=CC=C1)C1=NC(=C(C=C1)CNC1CCC(CC1)O)OC)Cl)C1=CC(=C(CN2CC3(C2)CNC(C3)=O)C=C1)OC 2-(4-(3-chloro-4-(2-chloro-3-(5-((((1s,4r)-4-hydroxycyclohexyl)amino)methyl)-6-methoxypyridin-2-yl)phenyl)pyridin-2-yl)-2-methoxybenzyl)-2,6-diazaspiro[3.4]octan-7-one